CN1C[C@@H]([C@H](CC1)NC(=O)C1=CC(=CC=2N(C=NC21)CC(F)(F)F)C#CCNC(C2=CC(=CC=C2)OC)=O)C N-[(3S,4S)-1-methyl-3-methyl-4-piperidyl]-6-[3-(m-anisoylamino)-1-propynyl]-1-(2,2,2-trifluoroethyl)-1H-1,3-benzimidazole-4-carboxamide